FC=1C(=NC(=NC1)NC1=NC=C(C=C1)C1CN(CCC1)C)C1=C(C=2C(N(CC3(C2S1)CC3)C)=O)C 2'-(5-Fluoro-2-((5-(1-methyl-piperidin-3-yl)pyridin-2-yl)amino)pyrimidin-4-yl)-3',5'-dimethyl-5',6'-dihydro-4'H-spiro[cyclopropane-1,7'-thieno[3,2-c]pyridin]-4'-one